3-(1-cyano-2-methylazetidin-3-yl)-1-(cyclopropylmethyl)-N-(1-methylcyclopropyl)-2,4-dioxo-1,2,3,4-tetrahydroquinazoline-6-sulfonamide C(#N)N1C(C(C1)N1C(N(C2=CC=C(C=C2C1=O)S(=O)(=O)NC1(CC1)C)CC1CC1)=O)C